m-di(alpha-hydroxyisopropyl)benzene OC(C)(C)C1=CC(=CC=C1)C(C)(C)O